FC1=CC=C(C=C1)C1=NN2C(OC[C@@H](C2)C)=C1C1=C2C(=NC=C1)NN=C2 |r| (R/S)-2-(4-Fluorophenyl)-6-methyl-3-(1H-pyrazolo[3,4-b]pyridin-4-yl)-6,7-dihydro-5H-pyrazolo[5,1-b][1,3]oxazine